C1(=CC=CC2=CC=CC=C12)C1=CC=C(C=C1)\C(=C/C(C(=O)OCC)(F)F)\SC#N (E)-ethyl 4-(4-naphthylphenyl)-2,2-difluoro-4-thiocyanobut-3-enoate